FC=1C(=CC(=NC1)OC)C1=CC(=NN1)C(=O)N1[C@H]2CC(C[C@@H]1CC2)C(=O)NC2CCC1(CCC(N1)=O)CC2 (1r,3s,5s)-8-(5-(5-fluoro-2-methoxypyridin-4-yl)-1H-pyrazole-3-carbonyl)-N-((5s,8s)-2-oxo-1-azaspiro[4.5]dec-8-yl)-8-azabicyclo[3.2.1]octane-3-carboxamide